2-bromo-5-(2,4-dichlorophenoxy)pyrazine BrC1=NC=C(N=C1)OC1=C(C=C(C=C1)Cl)Cl